methyl 5-fluoro-2-((4-fluoro-2-formylphenyl)amino)-4-(trifluoromethyl)benzoate FC=1C(=CC(=C(C(=O)OC)C1)NC1=C(C=C(C=C1)F)C=O)C(F)(F)F